tert-Butyl 5-({(3R)-1-{[4,4-difluoro-1-(4-methoxyphenyl)cyclohexyl]carbonyl}-3-[(triethylsilyl)oxy]-D-prolyl}amino)-1H-pyrrolo[3,2-b]pyridine-1-carboxylate FC1(CCC(CC1)(C1=CC=C(C=C1)OC)C(=O)N1[C@H]([C@@H](CC1)O[Si](CC)(CC)CC)C(=O)NC1=CC=C2C(=N1)C=CN2C(=O)OC(C)(C)C)F